6-Chloro-N,3-dimethyl-N-(tetrahydro-2H-pyran-4-yl)-1H-pyrazolo[4,3-b]pyridin-5-amine ClC=1C=C2C(=NC1N(C1CCOCC1)C)C(=NN2)C